behenate potassium [K+].C(CCCCCCCCCCCCCCCCCCCCC)(=O)[O-]